1-cyclohexyl-N-(3-(methylsulfonamido)phenyl)-1H-pyrazole-3-carboxamide C1(CCCCC1)N1N=C(C=C1)C(=O)NC1=CC(=CC=C1)NS(=O)(=O)C